FC=1C=C(C=CC1OC1=CC=NC2=CC(=CN=C12)OC)NC(=O)C=1C(C(=CN2C1COCC2)C2=CC=C(C=C2)F)=O N-[3-fluoro-4-[(7-methoxy-1,5-naphthyridin-4-yl)oxy]phenyl]-7-(4-fluorophenyl)-8-oxo-3,4-dihydro-1H-pyrido[2,1-c][1,4]oxazine-9-carboxamide